C1(=CC=CC=C1)C1=NNC2=CC=C(C=C12)N1CC=CC2=CC=CC(=C12)C(=O)N (3-phenyl-1H-indazol-5-yl)-1H-quinoline-8-carboxamide